CN(CC(CCCCCCCCCC)CCCCCCC[C@@H]1[C@@H](C1)CCCCCCCC)C N,N-dimethyl-β-{7-[(1S,2R)-2-octylcyclopropyl]heptyl}dodecan-1-amine